4-((3R,4S)-1-((S)-1-((2,2-difluoro-[1,3]dioxolo[4',5':4,5]benzo[1,2-d]thiazol-6-yl)amino)-1-oxopropan-2-yl)-4-fluoropiperidin-3-yl)pyridine 1-oxide FC1(OC=2C(=CC3=C(N=C(S3)NC([C@H](C)N3C[C@H]([C@H](CC3)F)C3=CC=[N+](C=C3)[O-])=O)C2)O1)F